N,N-bis(2-hydroxyethyl)pyridine-2-amide OCCN(C(=O)C1=NC=CC=C1)CCO